O=C1N(CC2=CC(=CC=C12)CN1CCC(=CC1)C=1SC=CC1)N1C(NC(CC1)=O)=O 1-(1-oxo-5-((4-(thiophen-2-yl)-3,6-dihydropyridin-1(2H)-yl)methyl)isoindolin-2-yl)dihydropyrimidine-2,4(1H,3H)-dione